methyl (4E)-5-(4,4,5,5-tetramethyl-1,3,2-dioxaborolan-2-yl)pent-4-enoate CC1(OB(OC1(C)C)/C=C/CCC(=O)OC)C